O[C@@H](C=O)[C@@H](C([C@@H]([C@H](CO)O)O)O)O (2R,3R,5R,6S)-2,3,4,5,6,7-hexahydroxyheptanal